C1(CC1)CN(C(C(=O)OC)=O)C1COC2=C1C=CC(=C2)C(F)(F)F methyl 2-((cyclopropylmethyl)(6-(trifluoromethyl)-2,3-dihydrobenzofuran-3-yl)amino)-2-oxoacetate